4-chloro-N-(quinoxalin-5-yl)picolinamide ClC1=CC(=NC=C1)C(=O)NC1=C2N=CC=NC2=CC=C1